(3R,5'S)-2-oxo-6,7,8,9-tetrahydro-1H-spiro[imidazo[1,2-b]indazole-3,3'-pyrrolidine]-5'-carboxamide O=C1NC=2N(N=C3CCCCC23)[C@]12CN[C@@H](C2)C(=O)N